C(#N)C=1C=NC=CC1 3-cyanopyridin